Cl.NC=1C(N(C=CC1)C1CC1)=O 3-Amino-1-cyclopropylpyridin-2(1H)-one hydrochloride